4-(Boc-amino)benzoic acid C(=O)(OC(C)(C)C)NC1=CC=C(C(=O)O)C=C1